CC1(COC2=C1C(=CC=C2)OC2=CC=C(C=N2)N)C 6-[(3,3-dimethyl-2H-benzofuran-4-yl)oxy]pyridin-3-amine